C(C1=CC=CC=C1)N1N=C(N=C1)C(=O)NC1C(N(C=2N(CC1)N=C(C2)B(O)O)C)=O [6-[(1-benzyl-1,2,4-triazole-3-carbonyl)amino]-4-methyl-5-oxo-7,8-dihydro-6H-pyrazolo[1,5-a][1,3]diazepin-2-yl]boronic acid